[acetyloxy(phenyl)-λ3-iodanyl]acetate C(C)(=O)OI(C1=CC=CC=C1)CC(=O)[O-]